2-(dimethylamino)ethyl bromide CN(CCBr)C